O=C1NC(CCC1N1C(C2=CC=C(C=C2C1)NC(=O)N1[C@@H](CC2=C(C=CC=C12)F)COCC)=O)=O (2S)-N-(2-(2,6-dioxopiperidin-3-yl)-1-oxoisoindolin-5-yl)-2-(ethoxymethyl)-4-fluoroindoline-1-carboxamide